1-(4-((4-(2-chloro-6-(1H-imidazol-2-yl)pyridin-3-yl)piperazin-1-yl)methyl)pyridin-2-yl)-3-ethylurea ClC1=NC(=CC=C1N1CCN(CC1)CC1=CC(=NC=C1)NC(=O)NCC)C=1NC=CN1